2'-chloro-5'-methoxy-6-methyl-N-(5-(1-(2,2,2-trifluoroethyl)piperidine-4-carbonyl)-5,6-dihydro-4H-pyrrolo[3,4-d]thiazol-2-yl)-[4,4'-bipyridine]-3-carboxamide ClC1=NC=C(C(=C1)C1=C(C=NC(=C1)C)C(=O)NC=1SC2=C(N1)CN(C2)C(=O)C2CCN(CC2)CC(F)(F)F)OC